(S)-2-(1-isopropyl-3,7-dimethyl-4-oxo-1,4-dihydro-5H-pyrazolo[3,4-d]pyridazin-5-yl)-N-(1-(p-tolyl)ethyl)acetamide C(C)(C)N1N=C(C2=C1C(=NN(C2=O)CC(=O)N[C@@H](C)C2=CC=C(C=C2)C)C)C